tert-butyl 4-[8-[1-[[6-chloro-2-(1-hydroxy-2,3,1-benzoxazaborinin-6-yl)-3-pyridyl]amino]ethyl]-3,6-dimethyl-4-oxo-chromen-2-yl]piperazine-1-carboxylate ClC1=CC=C(C(=N1)C=1C=CC2=C(C=NOB2O)C1)NC(C)C=1C=C(C=C2C(C(=C(OC12)N1CCN(CC1)C(=O)OC(C)(C)C)C)=O)C